4-(((R)-1-(3-fluorobenzofuran-7-yl)ethyl)amino)-2-methyl-6-((S)-3-(trifluoromethyl)tetrahydrofuran-3-yl)-2,6-dihydropyrido[3,4-d]pyridazine-1,7-dione FC1=COC2=C1C=CC=C2[C@@H](C)NC2=NN(C(C=1C2=CN(C(C1)=O)[C@@]1(COCC1)C(F)(F)F)=O)C